BrN1C2(N3C(=C(C=CC3=O)Cl)C1=O)C(OCC2)(C)C bromo-8'-chloro-2,2-dimethyl-4,5-dihydro-2H,2'H-spiro[furan-3,3'-imidazo[1,5-a]pyridine]-1',5'-dione